(7-(4-chloro-2-methylphenoxy)-2-azaspiro[3.5]non-2-yl)((1s,3s)-3-hydroxy-3-methylcyclobutyl)methanone ClC1=CC(=C(OC2CCC3(CN(C3)C(=O)C3CC(C3)(C)O)CC2)C=C1)C